tert-butyl (3R,5S)-4-(carboxy)-3,5-dimethylpiperazine-1-carboxylate C(=O)(O)N1[C@@H](CN(C[C@@H]1C)C(=O)OC(C)(C)C)C